C(C)(C)(C)OC(=O)N1CC(CCCC1)CO tert-butyl-3-(hydroxymethyl)azepane-1-carboxylate